(S)-4-amino-9-ethyl-9-hydroxy-5-(trifluoromethyl)-12,15-dihydro-13H-pyrano[3',4':6,7]indolizino[1,2-b]thiopyrano[4,3,2-de]quinoline-10,13(9H)-dione NC1=C2C=3C(=C4C(=NC3C=C1C(F)(F)F)C1=CC3=C(C(N1C4)=O)COC([C@]3(O)CC)=O)C=CS2